NC1=C(N=C2N1C=CC=C2C2=C(C=CC(=C2)C2CC2)OC)C(=O)NCCC 3-Amino-8-(5-cyclopropyl-2-methoxyphenyl)-N-propylimidazo[1,2-a]pyridine-2-carboxamide